Cl.ClC1=C(C=CC=C1)C=1OC2=C(C(=CC(=C2C(C1)=O)O)O)[C@H]1[C@@H](N(CC1)C)CO (+)-trans-2-(2-Chlorophenyl)-5,7-dihydroxy-8-(2-hydroxymethyl-1-methyl-pyrrolidin-3-yl)-chromen-4-one hydrochloride